(2-allyl-4-fluorophenyl)-3-(2-allyl-6-methoxy-pyridin-3-yl)-7-(trifluoromethyl)-2,3-dihydroquinazolin-4(1H)-one C(C=C)C1=C(C=CC(=C1)F)N1CN(C(C2=CC=C(C=C12)C(F)(F)F)=O)C=1C(=NC(=CC1)OC)CC=C